C(CC(C)C)C1CCC(CC1)O 4-isopentylcyclohexanol